C(#N)C1=C(OC=2C=C3C(N(C=NC3=CC2)C2C3CN(CC23)C(=O)OC(C)(C)C)=O)C(=CC=C1NS(N(C)CC)(=O)=O)F tert-butyl 6-[6-[2-cyano-3-[[ethyl(methyl)sulfamoyl]amino]-6-fluoro-phenoxy]-4-oxo-quinazolin-3-yl]-3-azabicyclo[3.1.0]hexane-3-carboxylate